2,5-dioxohexahydro-1H-pyrrolo[1,2-a]imidazole O=C1NC2N(C1)C(CC2)=O